C(C1=CC=CC=C1)C=1NC(=NN1)C(C(=O)NC1=CC=C(C=C1)C=1C(=NN(C1C)COCC[Si](C)(C)C)C)C(C1CC1)C1CC1 2-(5-benzyl-4H-1,2,4-triazol-3-yl)-3,3-dicyclopropyl-N-[4-[3,5-dimethyl-1-(2-trimethylsilylethoxymethyl)pyrazol-4-yl]phenyl]propanamide